ethyl (1R,5S,6s)-3-(5-((3-fluorophenyl)ethynyl)-2,3-dihydro-1H-inden-1-yl)-3-azabicyclo[3.1.0]hexane-6-carboxylate FC=1C=C(C=CC1)C#CC=1C=C2CCC(C2=CC1)N1C[C@H]2C([C@H]2C1)C(=O)OCC